2-((4-methoxy-2-oxo-3,6-dihydropyridin-1(2H)-yl)methyl)-1-(oxetan-2-ylmethyl)-1H-benzo[d]imidazole-6-carboxylic acid methyl ester COC(=O)C=1C=CC2=C(N(C(=N2)CN2C(CC(=CC2)OC)=O)CC2OCC2)C1